N-[3-[2-(difluoromethoxy)-5-(1-methylpyrrolidin-3-yl)sulfonyl-phenyl]-1-methyl-pyrazol-4-yl]pyrazolo[1,5-a]pyrimidine-3-carboxamide FC(OC1=C(C=C(C=C1)S(=O)(=O)C1CN(CC1)C)C1=NN(C=C1NC(=O)C=1C=NN2C1N=CC=C2)C)F